1-(1-acryloylpiperidin-3-yl)-4-amino-3-(4-phenoxyphenyl)-1H-imidazo[4,5-c]pyridin-2(3H)-one C(C=C)(=O)N1CC(CCC1)N1C(N(C=2C(=NC=CC21)N)C2=CC=C(C=C2)OC2=CC=CC=C2)=O